C1(=CC=CC=C1)C(C)N1N=NC=C1 1-phenylethyl-1H-1,2,3-triazol